CN1N=CC(=C1C)C1=CN2C(S1)=C(C=N2)C(=O)OCC ethyl 2-(1,5-dimethyl-1H-pyrazol-4-yl)pyrazolo[5,1-b]thiazole-7-carboxylate